{4-(Phenanthrene-2-yl)phenyl}-1,3,2-Dioxaborolane C1=C(C=CC=2C3=CC=CC=C3C=CC12)C1=CC=C(C=C1)B1OCCO1